COC1=CC2=C(OCC3=C(C2=O)C=CC=C3)C=C1OC 2,3-dimethoxydibenz[b,e]oxepin-11(6H)-one